COC1CC(C1)=CB1OC(C(O1)(C)C)(C)C 2-((3-methoxycyclobutylidene)methyl)-4,4,5,5-tetramethyl-1,3,2-dioxaborolane